2,4,5,6-tetrachloro-m-xylene ClC1=C(C(=C(C(=C1C)Cl)Cl)Cl)C